3-(1,2-difluoroethyl)-3-nitropiperidine-1-carboxylic acid tert-butyl ester C(C)(C)(C)OC(=O)N1CC(CCC1)([N+](=O)[O-])C(CF)F